1-(2-hydroxy-2-methylpropyl)-3-(1H-indol-5-yl)-5,6,7,8-tetrahydrobenzo[4,5]thieno[2,3-d]pyrimidine-2,4(1H,3H)-dione OC(CN1C(N(C(C2=C1SC1=C2CCCC1)=O)C=1C=C2C=CNC2=CC1)=O)(C)C